S(=O)(=O)(O)N[C@H]1C(O)O[C@@H]([C@H]([C@@H]1O)O)CO N-Sulfoglucosamine